biphenylyl(diphenyltriazinyl)dibenzoThiophene C1(=C(C=CC=C1)C1=C(C2=C(SC3=C2C=CC=C3)C=C1)C1=NN=NC(=C1C1=CC=CC=C1)C1=CC=CC=C1)C1=CC=CC=C1